O[C@@H](C(=O)N1CCC(CC1)OC1=C(C(=NC=2N1N=CC2)C(=O)NCC=2C(NC(=CC2OC)C)=O)C)C (R)-7-((1-(2-hydroxypropionyl)piperidin-4-yl)oxy)-N-((4-methoxy-6-methyl-2-oxo-1,2-dihydropyridin-3-yl)methyl)-6-methylpyrazolo[1,5-a]pyrimidine-5-carboxamide